S1C(=NC2=C1C=CC=C2)NC(=O)C=2C=CC=C1CCN(CC21)C=2SC(=C(N2)C(=O)OC)CCCOC2=C(C=C(C=C2)I)F methyl 2-(8-(benzo[d]thiazol-2-ylcarbamoyl)-3,4-dihydroisoquinolin-2(1H)-yl)-5-(3-(2-fluoro-4-iodophenoxy)propyl)thiazole-4-carboxylate